1-(propan-2-ylamino)-3-[4-(2-propan-2-yloxyethoxymethyl)phenoxy]propan-2-ol CC(C)NCC(COC1=CC=C(C=C1)COCCOC(C)C)O